C(C)(C)(C)OC(=O)N1C[C@H](CC1)[C@@H](C(=O)OC(C)(C)C)CC1=CC(=CC=C1)S(NCC1=CC(=CC=C1)Cl)(=O)=O (3R)-3-[(1S)-2-tert-butoxy-1-[[3-[[(3-chlorophenyl)methyl]sulfamoyl]phenyl]methyl]-2-oxoethyl]pyrrolidine-1-carboxylic acid tert-butyl ester